(dibenzylidene)indenylacetone C(C1=CC=CC=C1)=CC(=O)C(C1C=CC2=CC=CC=C12)=CC1=CC=CC=C1